The molecule is a butan-4-olide that is (-)-bursehernin bearing an additional hydroxy substituent at position 5 (adjacent to the two methoxy groups). It has a role as a plant metabolite. It is a member of benzodioxoles, a butan-4-olide, a lignan, a dimethoxybenzene and a member of phenols. It derives from a (-)-bursehernin. COC1=CC(=CC(=C1OC)O)C[C@@H]2[C@H](COC2=O)CC3=CC4=C(C=C3)OCO4